FC=1C=C2CCN(CC2=CC1)C1=CC(=C(S1)[N+](=O)[O-])C 5-(6-Fluoro-3,4-dihydroisoquinolin-2(1H)-yl)-3-methyl-2-nitrothiophen